Tert-butyl 2-(chlorosulfonyl)-7-(3,3-dimethylbutyl)-7,8-dihydro-1,6-naphthyridine-6(5H)-carboxylate ClS(=O)(=O)C1=NC=2CC(N(CC2C=C1)C(=O)OC(C)(C)C)CCC(C)(C)C